O1COC2=C1C=CC(=C2)CC(C)N(C(CCC)=O)C N-[2-(2H-1,3-Benzodioxol-5-yl)-1-methyl-ethyl]-N-methylbutyramide